ClC=1C(=NC(=NC1)N1[C@@H](CNCC1)C)N1CC(C1)C(=O)N(C)C(C)(C)C1=CN=C2N1C=CC=C2 1-{5-chloro-2-[(2R)-2-methylpiperazin-1-yl]pyrimidin-4-yl}-N-(2-{imidazo[1,2-a]pyridin-3-yl}prop-2-yl)-N-methylazetidine-3-carboxamide